CC1=NC(=CC=C1S(=O)(=O)N1CC2(C1)CC(C2)N2CC1(COC1)C2)C(F)(F)F 6-(2-((2-Methyl-6-(trifluoromethyl)pyridin-3-yl)sulfonyl)-2-azaspiro[3.3]heptan-6-yl)-2-oxa-6-azaspiro[3.3]heptane